Methyl (S)-2-(3-(((2-methoxy-6,12-dioxo-5,6,6a,7,8,9,10,12-octahydrobenzo[e]pyrido[1,2-a][1,4]diazepin-3-yl)oxy)methyl)phenyl)-acetate COC1=CC2=C(NC([C@H]3N(C2=O)CCCC3)=O)C=C1OCC=1C=C(C=CC1)CC(=O)OC